COC(C(=O)N(C)C)C methoxy-N,N-dimethylpropionamide